8-(1-Bromoethyl)-2-(5-fluoro-1,3-dihydroisoindol-2-yl)-6-methyl-3-(oxan-4-yl)quinazolin-4-one BrC(C)C=1C=C(C=C2C(N(C(=NC12)N1CC2=CC=C(C=C2C1)F)C1CCOCC1)=O)C